5-(3-furyl)-4-hydroxy-6-methyl-pyridine-3-carboxamide O1C=C(C=C1)C=1C(=C(C=NC1C)C(=O)N)O